1-((2R,4S,5R)-4-(benzyloxy)-5-((benzyloxy)methyl)-5-methyltetrahydrofuran-2-yl)-5-fluoropyrimidine-2,4(1H,3H)-dione C(C1=CC=CC=C1)O[C@H]1C[C@@H](O[C@]1(C)COCC1=CC=CC=C1)N1C(NC(C(=C1)F)=O)=O